5-amino-3-[5-[1-[[3-(2,2-dimethylpropyl)-1,2-oxazol-5-yl]carbamoyl]ethyl]pyridin-2-yl]-1-[1,1,1-trifluoropropan-2-yl]pyrazole-4-carboxamide NC1=C(C(=NN1C(C(F)(F)F)C)C1=NC=C(C=C1)C(C)C(NC1=CC(=NO1)CC(C)(C)C)=O)C(=O)N